FC1=CC(=CC2=CN(N=C12)C1CCNCC1)C=1C=C(C=2N(N1)C=C(N2)C)C 6-(7-fluoro-2-(piperidin-4-yl)-2H-indazol-5-yl)-2,8-dimethylimidazo[1,2-b]pyridazine